ClC1=CC=2N=CN=C(C2C(=N1)O[C@@H](CN(C)C)C)NC=1C(=C2C=CC=NC2=CC1)F (R)-7-chloro-5-((1-(dimethylamino)propan-2-yl)oxy)-N-(5-fluoroquinolin-6-yl)pyrido[4,3-d]pyrimidin-4-amine